(S)-N-[(R)-(5-chloro-4-isopropyl-2-methoxyphenyl)[1-(2,2-dimethyl-1,3-dioxolane-4-carbonyl)piperidin-4-yl]methyl]-2-methylpropane-2-sulfinamide ClC=1C(=CC(=C(C1)[C@H](N[S@@](=O)C(C)(C)C)C1CCN(CC1)C(=O)C1OC(OC1)(C)C)OC)C(C)C